methyl 1-(benzofuran-7-ylmethyl)-3,3-dimethyl-2-oxoindoline-6-carboxylate O1C=CC2=C1C(=CC=C2)CN2C(C(C1=CC=C(C=C21)C(=O)OC)(C)C)=O